FC1(CN(C[C@@H]([C@H]1NC(=O)C1=CC(=CC=2N(C=NC21)CC(F)(F)F)C#CCNC=2C(OC)=CC=C(C2)S(=O)(=O)C)C)C)F N-[(4R,5S)-3,3-difluoro-1-methyl-5-methyl-4-piperidyl]-6-[3-(4-mesyl-2-anisidino)-1-propynyl]-1-(2,2,2-trifluoroethyl)-1H-benzo[d]imidazole-4-carboxamide